N-propionylethanolamine C(CC)(=O)NCCO